C1(CC1)N1N=C(C=C1C1=CC=CC=C1)C=1C=C2CN(C(C2=CC1)=O)C1C(NC(CC1)=O)=O 3-(5-(1-cyclopropyl-5-phenyl-1H-pyrazol-3-yl)-1-oxoisoindolin-2-yl)piperidine-2,6-dione